2,7-dibromo-9,9-dimethyl-10-bromobutylacridine BrC1=CC=2C(C3=CC(=CC=C3N(C2C=C1)CCCCBr)Br)(C)C